BrC1=CC2=C(N(N=C2C=C1)C)C=1N(N=CC1)C 5-bromo-2-methyl-3-(2-methylpyrazol-3-yl)indazole